N1(CCC1)C1=CC2=C(C=C(O2)C(=O)NS(=O)(=O)C2=C(C=CC=C2)OCCC)C(=C1)F 6-(Azetidin-1-yl)-4-fluoro-N-(2-propoxybenzene-1-sulfonyl)-1-benzofuran-2-carboxamide